1-heptyloctyl 4-[3-[bis(3-hydroxypropyl)amino]propylsulfanylcarbonyl-[4-(1-heptyloctoxy)-4-oxo-butyl]amino]butanoate OCCCN(CCCSC(=O)N(CCCC(=O)OC(CCCCCCC)CCCCCCC)CCCC(=O)OC(CCCCCCC)CCCCCCC)CCCO